(R)-4-chloro-N-(1-methylpyrid-3-yl)thieno[3,4-d]pyridazine-1-amine ClC=1C=2C(C(=NN1)NC=1CN(C=CC1)C)=CSC2